[C@H]12CN(C[C@H](CC1)N2)C=2C1=C(N=C(N2)OC([2H])([2H])[C@H]2N(CCC2)C([2H])([2H])[2H])C(=C(N=C1)C1=CC(=CC2=CC=C(C(=C12)CC)F)O)F 4-(4-((1R,5S)-3,8-Diazabicyclo[3.2.1]octan-3-yl)-8-fluoro-2-(((S)-1-(methyl-d3)pyrrolidin-2-yl)methoxy-d2)pyrido[4,3-d]pyrimidin-7-yl)-5-ethyl-6-fluoronaphthalen-2-ol